[Co]=O.[Co] cobalt Cobalt oxide